tert-butyl 4-((1-((benzyloxy) carbonyl) piperidin-4-yl) methyl)-3,3-dimethylpiperidine-1-carboxylate C(C1=CC=CC=C1)OC(=O)N1CCC(CC1)CC1C(CN(CC1)C(=O)OC(C)(C)C)(C)C